C(#N)C1CN(C1)S(=O)(=O)N[C@@H]1C[C@@H](C1)N(C=1C2=C(N=CN1)NC=C2)C 3-cyano-N-{cis-3-[methyl-(7H-pyrrolo[2,3-d]pyrimidin-4-yl)amino]cyclobutyl}azetidine-1-sulfonamide